6-[8-(2-cyanoallylamino)-7-methoxy-2-naphthyl]-N-[1-(2-methoxyethyl)-4-piperidyl]pyridine-2-carboxamide C(#N)C(CNC=1C(=CC=C2C=CC(=CC12)C1=CC=CC(=N1)C(=O)NC1CCN(CC1)CCOC)OC)=C